4-([2,2':6',2''-terpyridyl]-4'-yl)-2-ethoxyphenol N1=C(C=CC=C1)C1=NC(=CC(=C1)C1=CC(=C(C=C1)O)OCC)C1=NC=CC=C1